BrC1=C(C=C2C(=C(C=NC2=C1)S(=O)(=O)Cl)O)Cl 7-bromo-6-chloro-4-hydroxy-quinoline-3-sulfonyl chloride